C(#N)C1CC2(C1)C[C@H](N(CC2)CC2=C1C=CN(C1=C(C=C2OC)C)C(=O)OC(C)(C)C)C2=CC=C(C=C2)C(=O)OC (S)-tert-butyl 4-((2-cyano-6-(4-(methoxycarbonyl)phenyl)-7-azaspiro[3.5]nonan-7-yl)methyl)-5-methoxy-7-methyl-1H-indole-1-carboxylate